C(=O)(OC(C)(C)C)N1CCN(CC1)CCCOC=1C=C2C(=CC=NC2=CC1)C(=O)NCC(=O)N1[C@@H](CCC1)C#N (S)-6-[3-(4-Boc-1-piperazinyl)propyloxy]-N-[2-(2-cyanopyrrolidinyl)-2-oxoethyl]quinoline-4-carboxamide